hexylhexyl phosphite P(OC(CCCCC)CCCCCC)([O-])[O-]